2-(1-(5,6,7,8-tetrahydro-1,5-naphthyridin-2-yl)ethyl)-1H-benzo[d]imidazole-5-carbonitrile N1=C(C=CC=2NCCCC12)C(C)C1=NC2=C(N1)C=CC(=C2)C#N